3-(2-chloro-4-(trifluoromethyl)phenyl)-6-(tetrahydro-2H-pyran-2-yloxy)-benzothiazol-2(3H)-one ClC1=C(C=CC(=C1)C(F)(F)F)N1C(SC2=C1C=CC(=C2)OC2OCCCC2)=O